ethyl 2-(3,4-difluoro-2-methoxy-5-(4-methyltetrahydro-2H-pyran-4-yl)phenyl)acetate FC=1C(=C(C=C(C1F)C1(CCOCC1)C)CC(=O)OCC)OC